2-((1-(2-cyano-7-methyl-3-(piperidin-1-yl)quinoxalin-5-yl)ethyl)amino)benzoic acid C(#N)C1=NC2=CC(=CC(=C2N=C1N1CCCCC1)C(C)NC1=C(C(=O)O)C=CC=C1)C